C(CCC)OC=1OC2=CC=CC=C2C(C1)=O butoxychromone